C(C)(C)N1C=NC(=C1)C(=O)O 1-isopropylimidazole-4-carboxylic acid